N-(4-{4-amino-7-[1-(2-methoxyethyl)piperidin-4-yl]pyrrolo[2,1-f][1,2,4]triazin-5-yl}-3-fluorophenyl)-2-oxo-1-phenyl-1,2-dihydropyridine-3-carboxamide NC1=NC=NN2C1=C(C=C2C2CCN(CC2)CCOC)C2=C(C=C(C=C2)NC(=O)C=2C(N(C=CC2)C2=CC=CC=C2)=O)F